methyl 4-[5-[(S)-cyclobutylsulfinyl]pyrrolo[2,3-b]pyridin-1-yl]benzoate C1(CCC1)[S@](=O)C=1C=C2C(=NC1)N(C=C2)C2=CC=C(C(=O)OC)C=C2